ClC1=C(C(=O)N[C@H]2[C@H]3CC[C@@H](C2)N3C#N)C=CC(=C1)C1=NN(C=C1)C 2-chloro-N-((1R,2R,4S)-7-cyano-7-azabicyclo[2.2.1]heptan-2-yl)-4-(1-methyl-1H-pyrazol-3-yl)benzamide